BrC1=C(C(=O)N(C)OC)C=CC(=C1)C 2-bromo-N-methoxy-N,4-dimethylbenzamide